BrC1=CC=C(C=C1)[C@@H]1[C@H]([C@@H](CC(C1)=O)C(NC1=C(C=C(C=C1)C(F)(F)F)F)=O)C(=O)O |r| rac-(1R,2S,6R)-2-(4-bromophenyl)-6-((2-fluoro-4-(trifluoromethyl)phenyl)carbamoyl)-4-oxocyclohexane-1-carboxylic acid